sodium (S)-3-(2',4'-difluorobiphenyl-4-yl)-3-(3-(1,6-dimethyl-4-oxido-2-oxo-1,2-dihydropyridin-3-yl)ureido)propanoate FC1=C(C=CC(=C1)F)C1=CC=C(C=C1)[C@H](CC(=O)[O-])NC(=O)NC=1C(N(C(=CC1[O-])C)C)=O.[Na+].[Na+]